O=C1NC(CCC1N1C(N(C2=C1C=CC=C2OC2CCN(CC2)C(=O)OC(C)(C)C)C)=O)=O tert-butyl 4-[1-(2,6-dioxo-3-piperidyl)-3-methyl-2-oxo-benzimidazol-4-yl]oxypiperidine-1-carboxylate